methyl-N-ethyl-behenylamine hydrofluoride F.CN(CC)CCCCCCCCCCCCCCCCCCCCCC